O=C1NCCC2=C(C1)C=CC=C2 2-oxo-2,3,4,5-tetrahydro-1H-benzo[d]azepin